C(CCCC)(=O)OCCCC(OOC(C)(C)C)OOC(C)(C)C 4,4-bis[(t-butyl)peroxy]butyl pentanoate